C(C)(=O)C1=CN(C2=CC(=CC=C12)NC(=O)N1CC(CCC1)(F)F)CC(=O)N(C1CC1)CC(=O)NCC1=C(C(=CC=C1)Cl)F N-(3-acetyl-1-(2-((2-((3-chloro-2-fluorophenylmethyl)amino)-2-oxoethyl)(cyclopropyl)amino)-2-oxoethyl)-1H-indol-6-yl)-3,3-difluoropiperidine-1-carboxamide